BrC1=CC(=NC=C1)O[C@H](CCCO)C (S)-4-((4-bromopyridin-2-yl)oxy)pentan-1-ol